[1,2,4]triazolo[4,3-c]pyrimidin-8-ol N=1N=CN2C=NC=C(C21)O